N-((2,6-Diisopropylphenyl)carbamoyl)-2,6-dimethylmorpholin-4-sulfonamid C(C)(C)C1=C(C(=CC=C1)C(C)C)NC(=O)NS(=O)(=O)N1CC(OC(C1)C)C